COC(=O)C1=CC(=C(NC1=O)C)C1=CC=NC=C1 1,6-dihydro-2-methyl-6-oxo-(3,4'-bipyridine)-5-carboxylic acid methyl ester